2-methoxyethyl (1S,2R,5R)-2-(hydroxycarbamoyl)-3-((6-(4-isopropoxyphenoxy)pyridin-3-yl)sulfonyl)-3,8-diazabicyclo[3.2.1]octane-8-carboxylate ONC(=O)[C@H]1[C@@H]2CC[C@H](CN1S(=O)(=O)C=1C=NC(=CC1)OC1=CC=C(C=C1)OC(C)C)N2C(=O)OCCOC